(E)-3-(3,4,5-trimethylphenyl)-1-(5-hydroxy-7-methoxy-2,2-dimethyl-2H-benzopyran-6-yl)prop-2-en-1-one CC=1C=C(C=C(C1C)C)/C=C/C(=O)C=1C(=CC2=C(C=CC(O2)(C)C)C1O)OC